2-(4-chloro-3-fluorophenoxy)-N-{3-[(3-methylpyrazin-2-yl)amino]bicyclo[1.1.1]pentan-1-yl}acetamide ClC1=C(C=C(OCC(=O)NC23CC(C2)(C3)NC3=NC=CN=C3C)C=C1)F